ClC1=CC=C(C=C1)C=1C(=CC=CC1)C(=O)N1CC2CCC(C1)N2CC=2C=C1CN(C(C1=CC2)=O)C2C(NC(CC2)=O)=O 3-(5-((3-(4'-chloro-[1,1'-biphenyl]-2-carbonyl)-3,8-diazabicyclo[3.2.1]oct-8-yl)methyl)-1-oxoisoindolin-2-yl)piperidine-2,6-dione